FC1=CC=C2C=C(NC2=C1)CC=C 6-fluoro-allylindole